CC1C2(CCNC2=O)CCN(C1)C(=O)OC(C)(C)C tert-butyl 6-methyl-1-oxo-2,8-diazaspiro[4.5]decane-8-carboxylate